OC(C)(C)C=1N=C(SC1C)N1N=CC=2C=NC(=CC21)CC(=O)N (1-(4-(2-hydroxy-prop-2-yl)-5-methylthiazol-2-yl)-1H-pyrazolo[4,3-c]pyridin-6-yl)acetamide